COC1=C(C=C2C(=N1)C(=CS2)OC[C@H]2NC(CC2)=O)C(=O)N (S)-5-methoxy-3-((5-oxopyrrolidin-2-yl)methoxy)thieno[3,2-b]pyridine-6-carboxamide